FC(C1=CC=C(C=N1)NC(=O)C1=NC(=CC(=N1)OC)C1=CN=CN1C)F N-(6-(difluoromethyl)pyridin-3-yl)-4-methoxy-6-(1-methyl-1H-imidazol-5-yl)pyrimidine-2-carboxamide